(E)-4-(5-methylthiophene-2-yl)-2-(thiophen-2-yl)prop-2-en-1-one CC1=CC=C(S1)C=1C=C(SC1)C(C=O)=C